CN(C(=O)N(C=1C=NC2=CC=CC=C2C1)C)[C@@H](C)C1=CC=CC=C1 1,3-dimethyl-1-[(1S)-1-phenylethyl]-3-quinolin-3-ylurea